N-(4,4-difluorocyclohexyl)-2-(1,5-dimethyl-1H-pyrrol-2-yl)-6-morpholinopyrimidin-4-amine FC1(CCC(CC1)NC1=NC(=NC(=C1)N1CCOCC1)C=1N(C(=CC1)C)C)F